(R)-N-(4,4-difluoro-1-methylpyrrolidin-3-yl)-6-fluoro-5-(1-(2-fluoroethyl)-1H-benzo[d][1,2,3]triazol-6-yl)-4-methoxypyrrolo[2,1-f][1,2,4]triazin-2-amine FC1([C@@H](CN(C1)C)NC1=NN2C(C(=N1)OC)=C(C(=C2)F)C=2C=CC1=C(N(N=N1)CCF)C2)F